FC1=CC=C(C=C1)C=1C(C(=NN(C1C)C)C(=O)N)=O 5-(4-fluorophenyl)-1,6-dimethyl-4-oxopyridazine-3-carboxamide